C(C)(C)(C)OC(=O)N1CC(N(CC1)C1=NC(=C(C=C1)F)OCC1=C(C=C(C=C1)Cl)F)=O 4-(6-((4-chloro-2-fluorobenzyl)oxy)-5-fluoropyridin-2-yl)-3-oxopiperazine-1-carboxylic acid tert-butyl ester